5-(5-bromo-6-methylpyridin-2-yl)-3-methylisoxazole-4-carboxylic acid methyl ester COC(=O)C=1C(=NOC1C1=NC(=C(C=C1)Br)C)C